C(C)(C)OC1=CC=2N(C=C1C(=O)N)C=C(N2)C21COC(C2)(C1)C 7-isopropoxy-2-(1-methyl-2-oxabicyclo[2.1.1]hex-4-yl)imidazo[1,2-a]pyridine-6-carboxamide